N=1C=CN2C1N=CC(=C2)C=2C=CN1N=C(N=C(C12)OC)N[C@@H]1CC[C@H](CC1)OC 5-(imidazo[1,2-a]pyrimidin-6-yl)-4-methoxy-N-(trans-4-methoxycyclohexyl)pyrrolo[2,1-f][1,2,4]triazin-2-amine